4-((4-methoxyphenyl)carbamoyl)-3,4-dihydronaphthalene-2,2(1H)-dicarboxylic acid diethyl ester C(C)OC(=O)C1(CC2=CC=CC=C2C(C1)C(NC1=CC=C(C=C1)OC)=O)C(=O)OCC